C1(CC1)C=1C(=CC=2N(C1)C(=CN2)C2=CC=CC(=N2)N[C@@H]2[C@H](CNC2)O)OC (3S,4S)-4-((6-(6-cyclopropyl-7-methoxyimidazo[1,2-a]pyridin-3-yl)pyridin-2-yl)amino)pyrrolidin-3-ol